C1(N=CN2N1C=CC=C2)=O [1,2,4]triazolo[1,2-a]pyridazin-1-one